ClC1=CC=C2C(=CNC2=C1S(=O)C)S(=O)(=O)NC1=NC=C(C(=N1)OC)CC(F)F 6-chloro-N-[5-(2,2-difluoroethyl)-4-methoxy-pyrimidin-2-yl]-7-methylsulfinyl-1H-indole-3-sulfonic acid amide